4-(4-(3-((1r,3r,5s,7r)-3,5-dimethyladamantan-1-yl)ureido)piperidine-1-carbonyl)-N-hydroxybenzoamide C[C@]12CC3(CC(C[C@@](C1)(C3)C)C2)NC(NC2CCN(CC2)C(=O)C2=CC=C(C(=O)NO)C=C2)=O